CNC(C1=CC=NC=C1)=O N-methyl-4-picolinamide